BrC=1N(N=C2C1N=CN(C2=O)CC2(CCN(CC2)C(C[C@@H](C)C2=CC=CC=C2)=O)O)C (R)-3-Bromo-6-((4-hydroxy-1-(3-phenylbutanoyl)piperidin-4-yl)methyl)-2-methyl-2H-pyrazolo[4,3-d]pyrimidin-7(6H)-one